NC1=C(C=C(C(=C1)N)N)N 1,2,4,5-tetraaminobenzene